NC1=CC=C(C(=C1C(=O)N(C)C)F)C=1C=C2C(=NC1)NC(C21CC1)C 6-Amino-2-fluoro-N,N-dimethyl-3-(2'-methyl-1',2'-dihydrospiro[cyclopropane-1,3'-pyrrolo[2,3-b]pyridin]-5'-yl)benzamide